C1(=CC=CC=C1)S(=O)(=O)CC[C@@H]1N(CCC1)C(=O)OCC1=CC=CC=C1 |r| (±)-Benzyl 2-(2-(phenylsulfonyl)ethyl)pyrrolidine-1-carboxylate